4-(2-(2-fluorophenyl)pyridin-4-yl)quinazoline-4,6-diamine FC1=C(C=CC=C1)C1=NC=CC(=C1)C1(NC=NC2=CC=C(C=C12)N)N